O\N=C/1\C(C2=C(C=CC=C2C1)OC)=O (E)-2-(hydroxyimino)-7-methoxy-2,3-dihydro-1H-inden-1-one